(E)-1-(4'-isobutyl-[1,1'-biphenyl]-4-yl)-3-(quinoxalin-6-yl)prop-2-en-1-one C(C(C)C)C1=CC=C(C=C1)C1=CC=C(C=C1)C(\C=C\C=1C=C2N=CC=NC2=CC1)=O